O=C1NC(CCC1N1C(C2=CC=C(C=C2C1=O)OCCOCCN1CCC(CC1)N1N=C2C=C(C(=CC2=C1)NC(C1=NC(=CC=C1)C(F)(F)F)=O)OC)=O)=O N-(2-(1-(2-(2-((2-(2,6-dioxopiperidin-3-yl)-1,3-dioxoisoindoline-5-yl)oxy)ethoxy)ethyl)piperidin-4-yl)-6-methoxy-2H-indazol-5-yl)-6-(trifluoromethyl)picolinamide